3-(1-azabicyclo[1.1.0]butan-3-yl)-3-hydroxyazetidine-1-carboxylic acid tert-butyl ester C(C)(C)(C)OC(=O)N1CC(C1)(O)C12CN2C1